COC1=C(C=CC=C1C(F)(F)F)[C@@H]1[C@H](O[C@]([C@@H]1C)(C(F)(F)F)C)C(=O)NC1=CC(=NC=C1)C(=O)N (2S,3R,4R,5R)-4-[[3-[2-Methoxy-3-(trifluoromethyl)phenyl]-4,5-dimethyl-5-(trifluoromethyl)tetrahydrofuran-2-carbonyl]amino]pyridin-2-carboxamid